CC(CCN[C@H]1CCC2=C(CC1)C=C(C=C2)NC2=NNC(=N2)N)C N3-((7S)-7-(3-methylbutylamino)-6,7,8,9-tetrahydro-5H-benzo[7]annulene-2-yl)-1H-1,2,4-triazole-3,5-diamine